1,14-bis(isopropylamino)-3,6,9,12-tetraazatetradecane C(C)(C)NCCNCCNCCNCCNCCNC(C)C